O=C1NC(CCC1N1C(C2=CC=C(C=C2C1=O)C1(CCN(CC1)CC1=CC=C(C=C1)S(=O)(=O)N1CCOCC1)O)=O)=O 2-(2,6-dioxopiperidin-3-yl)-5-(4-hydroxy-1-(4-(morpholinosulfonyl)benzyl)piperidin-4-yl)isoindoline-1,3-dione